C([O-])([O-])=O.[La+3].[Ca+2].NC=1C2=C(SC1C(=O)N1CCCCC1)C(=CC=C2)Br (3-amino-7-bromobenzo[b]thiophen-2-yl)(piperidin-1-yl)methanone calcium lanthanum carbonate